(1R,4S)-4-[[[3-(3-fluorophenyl)-5-methyl-4H-1,2-oxazol-5-yl]carbonyl]amino]cyclopent-2-en FC=1C=C(C=CC1)C1=NOC(C1)(C)C(=O)N[C@@H]1C=CCC1